ClC1=[N+](C=C(C(=C1)[N+](=O)[O-])C)[O-] 2-Chloro-5-methyl-4-nitro-1-oxido-pyridin-1-ium